cyclohexyl ((4-aminophenyl)(imino)methyl)carbamate NC1=CC=C(C=C1)C(=N)NC(OC1CCCCC1)=O